[Co+]=S cobalt(III) sulfide